[Br-].C(C)[N+]1=C(SC2=C1C1=CC=CC=C1C=C2)C=C(C=C2SC1=C(N2CC)C2=CC=CC=C2C=C1)C 1-Ethyl-2-[3-(1-ethylnaphtho[1,2-d]thiazoline-2-ylidene)-2-methyl-propenyl]naphtho[1,2-d]thiazolium bromide